NC=1C(=NC2=CC(=CC=C2C1C1=C(C(=CC=C1C)O)C)OC)C(=O)N 3-Amino-4-(3-hydroxy-2,6-dimethylphenyl)-7-methoxyquinoline-2-carboxamide